COCCOCC1=NC(=CC=C1C(=O)C1C(C2CCC(C1=O)C2)=O)C(F)(F)F 3-({2-[(2-methoxyethoxy)methyl]-6-(trifluoromethyl)pyridin-3-yl}carbonyl)bicyclo[3.2.1]octane-2,4-dione